3-(2-((1R,4R)-2,5-diazabicyclo[2.2.1]heptane-2-carbonyl)-9-fluoro-1,2,3,4-tetrahydro-[1,4]diazepino[6,7,1-hi]indol-7-yl)-4-(imidazo[1,2-a]pyridin-3-yl)-1H-pyrrole [C@H]12N(C[C@H](NC1)C2)C(=O)N2CCN1C=C(C3=CC(=CC(=C13)C2)F)C2=CNC=C2C2=CN=C1N2C=CC=C1